C(C(C)C)C1=C(C=C(S1)S(=O)(=O)Cl)C 5-Isobutyl-4-methylthiophene-2-sulfonyl chloride